ClC(Cl)(Cl)[SiH2]CCC1=CC=C(C=C1)CC[SiH2]C(Cl)(Cl)Cl 1,4-bis(trichloromethylsilylethyl)benzene